tert-butyl (8-(1-(2-(dimethylamino)ethyl)-1H-pyrazol-5-yl)pyrido[3,4-d]pyridazin-5-yl)((5-fluoro-2,3-dihydrobenzofuran-4-yl)methyl)carbamate CN(CCN1N=CC=C1C1=CN=C(C2=CN=NC=C21)N(C(OC(C)(C)C)=O)CC2=C(C=CC1=C2CCO1)F)C